(1R,3S,5R)-2-(2-(4-amino-6-(pyridin-3-yl)-9H-pyrimido[4,5-b]indol-9-yl)acetyl)-N-(6-bromopyridin-2-yl)-2-azabicyclo[3.1.0]hexane-3-carboxamide NC1=NC=NC=2N(C3=CC=C(C=C3C21)C=2C=NC=CC2)CC(=O)N2[C@@H]1C[C@@H]1C[C@H]2C(=O)NC2=NC(=CC=C2)Br